7-bromo-6-nitro-1-[(1S)-1-[3-(trifluoromethoxy)phenyl]ethyl]quinoxalin-2-one BrC1=C(C=C2N=CC(N(C2=C1)[C@@H](C)C1=CC(=CC=C1)OC(F)(F)F)=O)[N+](=O)[O-]